o-cresol sodium salt [Na].C1(=CC=CC=C1O)C